5-methyl-N-(thiophen-2-ylmethyl)-1H-indole-2-carboxamide CC=1C=C2C=C(NC2=CC1)C(=O)NCC=1SC=CC1